2-(2,6-dioxo-3-piperidinyl)-5-(4-oxocyclohexyloxy)isoindoline-1,3-dione O=C1NC(CCC1N1C(C2=CC=C(C=C2C1=O)OC1CCC(CC1)=O)=O)=O